((7-(5-(2-(cyclopropylmethoxy)-4-fluorophenoxy)pyrimidin-4-yl)-2,7-diazaspiro[4.4]non-2-yl)methyl)-1,3-dihydro-2H-benzo[d]imidazol-2-one C1(CC1)COC1=C(OC=2C(=NC=NC2)N2CC3(CCN(C3)CN3C(NC4=C3C=CC=C4)=O)CC2)C=CC(=C1)F